tert-butyl 2-(4-chloro-2-fluorophenyl)-6-methyl-3-(pyridin-4-yl)-6,7-dihydropyrazolo[1,5-a]pyrazine-5-carboxylate ClC1=CC(=C(C=C1)C=1NN2C(=CN(C(C2)C)C(=O)OC(C)(C)C)C1C1=CC=NC=C1)F